FC=1C(=C2C(=NC1)NC(=N2)C2CCC(CC2)O)C2CCN(CC2)C=O [4-[6-fluoro-2-(4-hydroxycyclohexyl)-3H-imidazo[4,5-b]pyridin-7-yl]-1-piperidyl]methanone